NC1=C(C=C(C=C1)C1=NOC(N1)=O)N1CCN(CC1)C(=O)OC(C)(C)C tert-butyl 4-(2-amino-5-(5-oxo-4,5-dihydro-1,2,4-oxadiazol-3-yl)phenyl)piperazine-1-carboxylate